phenetyl-trichlorosilane C1(=CC=C(C=C1)OCC)[Si](Cl)(Cl)Cl